C(C)(C)C=1C=C2C[C@@](CC2=CC1)(CO)C |r| (+-)-5-isopropyl-2-methyl-2-indan-methanol